N-methyl-hydroxyethyl-amine CNCCO